[bis(fluorophenyl)triazinyl][(biphenylyl)dibenzofuranyl]benzene FC1=C(C=CC=C1)C1=C(C(=NN=N1)C1=C(C=CC=C1)C1=C(C=CC=2OC3=C(C21)C=CC=C3)C3=C(C=CC=C3)C3=CC=CC=C3)C3=C(C=CC=C3)F